COC1=CC=C(CNC2=NC=C(C(=C2)N[C@H](CO)C2=CC=CC=C2)C2=NC(=NO2)C2=CC=NC=C2)C=C1 (S)-2-((2-((4-methoxybenzyl)amino)-5-(3-(pyridin-4-yl)-1,2,4-oxadiazol-5-yl)pyridin-4-yl)amino)-2-phenylethan-1-ol